CN1CCC(CC1)C=1OC(=NN1)[C@@]12CN(C[C@]2(C1)C(F)(F)F)C1=C2C=CC=NC2=C(C=C1)C(F)(F)F 2-(1-methylpiperidin-4-yl)-5-((1S,5R)-5-(trifluoromethyl)-3-(8-(trifluoromethyl)quinolin-5-yl)-3-Azabicyclo[3.1.0]hexan-1-yl)-1,3,4-oxadiazole